Disodium dodecylbenzenesulfonate C(CCCCCCCCCCC)OS(=O)(=O)C1=CC=CC=C1.[Na].[Na]